CS(=O)(=O)O.CN N-methylamine methanesulfonate